ClC1=C(C(=NC2=CC(=C(C=C12)Cl)OC)C)C1=CC=C(C=C1)C1=CC(=CC=C1)C(F)(F)F 4,6-Dichloro-7-methoxy-2-methyl-3-(3'-(trifluoromethyl)-[1,1'-biphenyl]-4-yl)quinoline